C(CCC)NC(CCCCCCCCCCCC(=O)NCCC(=O)O)=O 3-(13-(butylamino)-13-oxotridecanamido)propanoic acid